FC1(CCN(CC1)C1=CN=CC(=N1)C1=NN=C(O1)C1=CC(=C(C=C1N1CCC2(CC2)CC1)NS(=O)(=O)CCO)F)F N-(4-(5-(6-(4,4-Difluoropiperidin-1-yl)pyrazin-2-yl)-1,3,4-oxadiazol-2-yl)-2-fluoro-5-(6-azaspiro[2.5]octan-6-yl)phenyl)-2-hydroxyethane-1-sulfonamide